5,6,7,8-tetrahydro-4H-pyrazolo[1,5-a]azepin-2-ylmethanol N1=C(C=C2N1CCCCC2)CO